(3-aminopropyl)Triethoxysilane NCCC[Si](OCC)(OCC)OCC